2-t-butoxycarbonyl-aminoethanethiol C(C)(C)(C)OC(=O)CC(S)N